7-(2-methyl-3-((S)-3-(methylsulfonyl)piperidin-1-yl)-3-oxopropyl)-4-(o-tolyl)-2H-chromen-2-one CC(CC1=CC=C2C(=CC(OC2=C1)=O)C1=C(C=CC=C1)C)C(=O)N1C[C@H](CCC1)S(=O)(=O)C